ethyl 5-(2,4-dimethoxybenzyl)-2-(3,4-dimethylphenyl)-7-oxo-4,5,6,7-tetrahydrothiazolo[4,5-c]pyridine-6-carboxylate COC1=C(CN2CC3=C(C(C2C(=O)OCC)=O)SC(=N3)C3=CC(=C(C=C3)C)C)C=CC(=C1)OC